1,2-bis(phenylthio)ethylene C1(=CC=CC=C1)SC=CSC1=CC=CC=C1